ClC1=C(C(=NC(=N1)SCC1CC1)N[C@@H]1C[C@@H]([C@@H]2[C@H]1OC(O2)(C)C)OC(C)O)[N+](=O)[O-] (((3aR,4S,6R,6aS)-6-((6-chloro-2-((cyclopropylmethyl)thio)-5-nitropyrimidin-4-yl)amino)-2,2-dimethyltetrahydro-4H-cyclopenta[d][1,3]dioxolan-4-yl)oxy)ethan-1-ol